(S*)-(11H-benzo[2,3][1,4]dioxepino[6,5-b]pyridin-11-yl)methanamine N1=C2C(=CC=C1)OC1=C(O[C@H]2CN)C=CC=C1 |o1:10|